C(C)(=O)N[C@@H]1[C@H](CC(C(O)=O)(O)O[C@H]1[C@H](O)[C@H](O)COC(C)=O)OC(C)=O 5-N-Acetyl-4,9-di-O-acetyl-neuraminic acid